3-({8-[(1S,2S)-2-{[(1R,2R)-2-pentylcyclopropyl]-methyl}cyclopropyl]octyl}oxy)propan-2-amine C(CCCC)[C@H]1[C@H](C1)C[C@H]1[C@H](C1)CCCCCCCCOCC(C)N